6-isobutyl-12-(naphthalen-1-yl)-5,6-dihydropyrido[2,3-b:6,5-b']diindole C(C(C)C)N1C=2NC3=CC=CC=C3C2C(=C2C1=NC=1C=CC=CC21)C2=CC=CC1=CC=CC=C21